NC1=NC=CC=C1C#CC[C@@H](C(=O)O)NC(=O)OC(C)(C)C (2S)-5-(2-aminopyridin-3-yl)-2-{[(tert-butoxy)carbonyl]amino}pent-4-ynoic acid